tert-butyl (3R)-3-(2-amino-7-chloro-1,3-benzodiazol-1-yl)azepane-1-carboxylate NC1=NC2=C(N1[C@H]1CN(CCCC1)C(=O)OC(C)(C)C)C(=CC=C2)Cl